(S)-N-(1-(6-chloro-1-(cis-3-(ethylsulfonyl)cyclobutoxy)-2,7-naphthyridin-4-yl)propyl)-2-methylpropan-2-sulfinamide ClC=1C=C2C(=CN=C(C2=CN1)O[C@@H]1C[C@@H](C1)S(=O)(=O)CC)C(CC)N[S@@](=O)C(C)(C)C